3-benzyloxy-N-phenylthiophene-2-carboxamide C(C1=CC=CC=C1)OC1=C(SC=C1)C(=O)NC1=CC=CC=C1